C(C)OC(C[C@@H](C=1C=C(C(=CC1)OC(F)(F)F)C1=CC(=CC=C1)OC)NC(=O)NC=1C(N(C(=CC1O)C)C)=O)=O (S)-3-(3-(4-hydroxy-1,6-dimethyl-2-oxo-1,2-dihydropyridin-3-yl)ureido)-3-(3'-methoxy-6-(trifluoromethoxy)biphenyl-3-yl)propanoic acid ethyl ester